CC(CO)(NCCCO)C 3-aza-2,2-dimethyl-1,6-hexanediol